3-(2-((tert-butyldimethylsilyl)oxy)-2-(1-(trifluoromethyl)cyclopropyl)ethoxy)-1H-pyrazole [Si](C)(C)(C(C)(C)C)OC(COC1=NNC=C1)C1(CC1)C(F)(F)F